C(=CCC)C[SiH](OC)OC 1-butenylmethyldimethoxysilane